C(C)(C)(C)C1=C(C(=C(C(=C1O)C)C)C)C 6-tert-butyltetramethyl-phenol